((3-(3-(4-chlorophenyl)propyl)-1,2,4-oxadiazol-5-yl)methyl)acrylic acid ClC1=CC=C(C=C1)CCCC1=NOC(=N1)CC(C(=O)O)=C